2-phenylimidazo[1,2-b]pyridazine-8-carboxylic acid C1(=CC=CC=C1)C=1N=C2N(N=CC=C2C(=O)O)C1